2-{(3R)-1-[5-chloro-1-(1-cyclopropyl-1H-pyrazol-4-yl)-1H-indazol-6-yl]pyrrolidin-3-yl}propan-2-ol ClC=1C=C2C=NN(C2=CC1N1C[C@@H](CC1)C(C)(C)O)C=1C=NN(C1)C1CC1